(10-octylphenothiazin-3-yl)-1-octyl ketone C(CCCCCCC)N1C2=CC=CC=C2SC=2C=C(C=CC12)C(=O)CCCCCCCC